(R)-5-oxopyrrolidine-2-carboxylic acid methyl ester COC(=O)[C@@H]1NC(CC1)=O